3-(4-(4-(hydroxymethyl)piperidin-1-yl)-3-methylphenyl)piperidine-2,6-dione OCC1CCN(CC1)C1=C(C=C(C=C1)C1C(NC(CC1)=O)=O)C